2,2-bis(4-hydroxy-3-phenylphenyl)propane di-sodium phosphite P([O-])([O-])O.[Na+].[Na+].OC1=C(C=C(C=C1)C(C)(C)C1=CC(=C(C=C1)O)C1=CC=CC=C1)C1=CC=CC=C1